N-(5,6-Dimethoxy-benzothiazol-2-yl)-2-(4-ethanesulfonyl-phenyl)-2-(4-iodo-phenoxy)-acetamide COC=1C(=CC2=C(N=C(S2)NC(C(OC2=CC=C(C=C2)I)C2=CC=C(C=C2)S(=O)(=O)CC)=O)C1)OC